CN(C)[Si](Cl)(C)C (N,N-dimethylamino)dimethylchlorosilane